C1=CC=CC=2B(C3=C(C21)C=CC=C3)C3=CC=C(C=C3)B3OC(C(O3)(C)C)(C)C 2-(4-(5H-dibenzo[b,d]borol-5-yl)phenyl)-4,4,5,5-tetramethyl-1,3,2-dioxaborolane